O[C@@H]1[C@@H](CC12CCN(CC2)S(=O)(=O)C2CCN(CC2)C(C)=O)[C@@H]2N1C(C3=CC=CC=C23)=CN=C1 1-(4-(((1R,2S)-1-hydroxy-2-((S)-5H-imidazo[5,1-a]isoindol-5-yl)-7-azaspiro[3.5]nonan-7-yl)sulfonyl)piperidin-1-yl)ethan-1-one